(S)-3-phenyl-6-((1-phenylethyl)amino)pyrimidine-2,4(1h,3h)-dione C1(=CC=CC=C1)N1C(NC(=CC1=O)N[C@@H](C)C1=CC=CC=C1)=O